NC(CC1=CC=C(C=C1)NC(=O)C1C(CCC(C1)C)C(C)C)=O N-(4-(2-Amino-2-oxoethyl)phenyl)-2-isopropyl-5-methylcyclohexan-1-carboxamid